C1(CC1)C1=C(C=NO1)C(=O)N1CCC2(C(C2)CNC(=O)C2=CC=3C(=CN=CC3)O2)CC1 N-[[6-(5-cyclopropylisoxazole-4-carbonyl)-6-azaspiro[2.5]octan-2-yl]methyl]furo[2,3-c]pyridine-2-carboxamide